ClC1=CC=C(CC2(CCN(CC2)C=2C3=C(N=CN2)NC=C3)N)C=C1 (4-(4-chlorobenzyl)-1-(7H-pyrrolo[2,3-d]pyrimidin-4-yl)-4-piperidinamine)